(1-Methyl-1H-1,2,4-triazol-3-yl)methyl (1-((4-fluoro-3-(trifluoromethyl) phenyl)carbamoyl)-2-methyl-2,4,5,6-tetrahydrocyclopenta[c]pyrrol-4-yl)carbamate FC1=C(C=C(C=C1)NC(=O)C=1N(C=C2C1CCC2NC(OCC2=NN(C=N2)C)=O)C)C(F)(F)F